((1s,3s)-3-ethynyl-cyclobutyl)piperazine-1-carboxylic acid tert-butyl ester C(C)(C)(C)OC(=O)N1C(CNCC1)C1CC(C1)C#C